C(C)(=O)N1[C@H]([C@H](CCC1)NS(=O)(=O)C)COC1CCC(CC1)N1N=CC=C1 N-(cis-1-acetyl-2-(((4-(1H-pyrazol-1-yl)cyclohexyl)oxy)methyl)piperidin-3-yl)methanesulfonamide